N-(2-Morpholinoethyl)-2-(5-(3-morpholinophenyl)thiophen-2-yl)acetamid O1CCN(CC1)CCNC(CC=1SC(=CC1)C1=CC(=CC=C1)N1CCOCC1)=O